(2,2-dichloro-phenyl)-pyrimidine-4-carboxylic acid ClC1(C(C=CC=C1)C1=NC=CC(=N1)C(=O)O)Cl